N1=C(N=CC=C1)N1CCOC2(C1)CCN(CC2)C(=O)C2=CC(=CC=C2)C(F)(F)F (4-(PYRIMIDIN-2-YL)-1-OXA-4,9-DIAZASPIRO[5.5]UNDECAN-9-YL)(3-(TRIFLUOROMETHYL)PHENYL)METHANONE